C[Si](CCOCN1N=CC=C1)(C)C 1-((2-(trimethylsilyl)ethoxy)methyl)-1H-pyrazole